ClC=1C=C(C=C(C1)Cl)C1=NC(=CC(=C1)CN1CCC(CC1)CC(=O)O)OC=1C=NC(=NC1)N1CCN(CC1)C 2-(1-((2-(3,5-dichlorophenyl)-6-((2-(4-methylpiperazin-1-yl)pyrimidin-5-yl)oxy)pyridin-4-yl)methyl)piperidin-4-yl)acetic acid